(±)-1-benzyl-3-methyl-5-(1-methyl-1H-pyrrol-2-yl)-1,2,3,6-tetrahydropyridine C(C1=CC=CC=C1)N1C[C@@H](C=C(C1)C=1N(C=CC1)C)C |r|